BrC=1C=C(CN2C(OC(=N2)CC2OCCCC2)=O)C=CC1 (3-bromobenzyl)-5-((tetrahydro-2H-pyran-2-yl)methyl)-1,3,4-oxadiazol-2(3H)-one